FC(C1=CC2=C(SC(=C2)C(N[C@H]2CCC[C@@H]3N(C2=O)[C@@H](CC3)C(=O)N3CC(C3)C3=CC(=NC=C3)O)=O)C=C1)P(O)(O)=O (fluoro(2-(((3S,6S,9aS)-3-(3-(2-hydroxypyridin-4-yl)azetidine-1-carbonyl)-5-oxooctahydro-1H-pyrrolo[1,2-a]azepin-6-yl)carbamoyl)benzo[b]thiophen-5-yl)methyl)phosphonic acid